chloroaziridine ClN1CC1